CC1(C2CC3CC(CC1C3)C2)C(C(=O)O)Br 2-methyl-2-adamantyl-bromoacetic acid